4-chloro-2-hydroxybenzoic acid ClC1=CC(=C(C(=O)O)C=C1)O